ClC1=NC=CC(=C1CCC(=O)OCC)Cl Ethyl 3-(2,4-dichloropyridin-3-yl)propanoate